C(C)C1=C2C(=CC(=CC2=CC=C1F)O)C1=C(C=2N=C(N=C(C2C=N1)NCC=1C=CC=2N(C1)C=CN2)OC[C@]21CCCN1C[C@@H](C2)F)F 5-ethyl-6-fluoro-4-(8-fluoro-2-(((2R,7aS)-2-fluorohexahydro-1H-pyrrolizin-7a-yl)methoxy)-4-((imidazo[1,2-a]pyridin-6-ylmethyl)amino)pyrido[4,3-d]pyrimidin-7-yl)naphthalen-2-ol